OC(CCCCCCCCCC=1C(C(=C(C(C1C)=O)OC)OC)=O)(C)C 2-(10-hydroxy-10-methylundecyl)-5,6-dimethoxy-3-methylcyclohexa-2,5-diene-1,4-dione